C(C)C1(CCPCC1)CC diethylphosphinane